CC(CN1N=CC=C1)C 2-(2-methylpropyl)pyrazol